C(CCCCCCCCCCCCCCCCC)OC=1C=C(C(=O)OCC(=O)O[C@@]2([C@H]([C@@H](O[C@@H]2COP(=O)([C@@]2([C@H]([C@@H](O[C@@H]2COC(C2=CC=C(C=C2)OC)(C2=CC=C(C=C2)OC)C2=CC=CC=C2)N2C(=O)NC(=O)C=C2)F)O)OCCC#N)N2C=NC=3C(=O)NC(NC(C(C)C)=O)=NC23)F)O)C=C(C1OCCCCCCCCCCCCCCCCCC)OCCCCCCCCCCCCCCCCCC 5'-O-((2-Cyanoethoxy)(5'-O-(4,4'-Dimethoxytrityl)-2'-Fluorodeoxyuridine-3'-Yl)Phosphoryl)-2'-Fluoro-N2-Isobutyryldeoxyguanosine-3'-Yl 2-((3,4,5-Tris(Octadecyloxy)Benzoyl)Oxy)Acetate